13-bromo-4,14-dimethoxy-16,16-dioxo-19-(trifluoromethyl)-9-oxa-16λ6-thia-17-azatetracyclo[16.3.1.111,15.02,7]tricosa-1(22),2,4,6,11(23),12,14,18,20-nonaen-10-one BrC1=CC=2C(OCC3=CC=C(C=C3C=3C=CC(=C(NS(C(=C1OC)C2)(=O)=O)C3)C(F)(F)F)OC)=O